ethyl 5-((1-((1-methylcyclopropyl)sulfonyl)cyclopropyl)methoxy)-3-oxo-3,4-dihydroquinoxaline-2-carboxylate CC1(CC1)S(=O)(=O)C1(CC1)COC1=C2NC(C(=NC2=CC=C1)C(=O)OCC)=O